(1-cyano-2,3-dihydro-1H-inden-4-yl)-3-iodo-6-methoxy-1H-pyrazolo[4,3-b]pyridine-1-carboxylic acid tert-butyl ester C(C)(C)(C)OC(=O)N1N=C(C2=NC(=C(C=C21)OC)C2=C1CCC(C1=CC=C2)C#N)I